(S)-1-((R)-2-((2-oxo-4-(o-tolyl)-1,2-dihydroquinolin-7-yl)oxy)propanoyl)piperidine-3-carboxylic acid O=C1NC2=CC(=CC=C2C(=C1)C1=C(C=CC=C1)C)O[C@@H](C(=O)N1C[C@H](CCC1)C(=O)O)C